4-fluoromethyl-imidazole FCC=1N=CNC1